C(C)(C)(C)OC(=O)N1[C@@H]2[C@H](N(C[C@H]1CC2)C=2C1=C(N=C(N2)SCC)C(=C(N=C1Br)Cl)F)CCC=C (1S,2R,5R)-3-(5-bromo-7-chloro-2-(ethylsulfanyl)-8-fluoropyrido[4,3-d]pyrimidin-4-yl)-2-(but-3-en-1-yl)-3,8-diazabicyclo[3.2.1]octane-8-carboxylic acid tert-butyl ester